3-carboxyl-5-fluorophenyl-boric acid C(=O)(O)C=1C=C(C=C(C1)F)OB(O)O